ClC=1C(=C2C(=NC1)NC(=N2)C2=CC=C(C=C2)N2CCN(CC2)CCCOC)NC2CCN(CC2)CC 6-Chloro-N-(1-ethylpiperidin-4-yl)-2-{4-[4-(3-methoxypropyl)piperazin-1-yl]phenyl}-3H-imidazo[4,5-b]pyridin-7-amine